C(C)(C)(C)C1=C(C(=CC(=C1)CCCCCCCCC)C(C)(C)C)O 2,6-di-t-butyl-4-nonyl-phenol